C(#N)COC1=C(C(=C(C=C1)C1=CN=C(N1C)C(=O)NC1=CC(=C(C=C1)C(NCCNC(N[C@@H]1CNC[C@H]1O)=O)=O)C)F)F 5-[4-(cyanomethoxy)-2,3-difluoro-phenyl]-N-[4-[2-[[(3R,4R)-4-hydroxypyrrolidin-3-yl]carbamoylamino]ethyl-carbamoyl]-3-methylphenyl]-1-methylimidazole-2-carboxamide